bis(bicyclo[2.2.1]hept-5-en-2-ylmethoxy)(methyl)(phenyl)silane ethyl-spiro[3.3]Heptane-2-carboxylate C(C)OC(=O)C1CC2(C1)CCC2.C21C(CC(C=C2)C1)CO[Si](C1=CC=CC=C1)(C)OCC1C2C=CC(C1)C2